C(C)O[C@@H]1C[C@@H](N(C1)C(=O)OCC1=CC=CC=C1)C(=O)OCC 1-Benzyl 2-ethyl (2R,4R)-4-ethoxypyrrolidine-1,2-dicarboxylate